The molecule is a branched amino tetrasaccharide consisting of a sialyl residue, linked (2->3) to a galactosyl residue that in turn is linked (1->4) to a glucosaminyl residue, which is also carrying a fucosyl residue at the 3-position. It has a role as an epitope. It is an amino tetrasaccharide and a glucosamine oligosaccharide. C[C@H]1[C@H]([C@H]([C@@H]([C@@H](O1)O[C@H]2[C@@H]([C@H](OC([C@@H]2NC(=O)C)O)CO)O[C@H]3[C@@H]([C@H]([C@H]([C@H](O3)CO)O)O[C@@]4(C[C@@H]([C@H]([C@@H](O4)[C@@H]([C@@H](CO)O)O)NC(=O)C)O)C(=O)O)O)O)O)O